C1(CC1)C1=NN(C(N1CC)=O)C1=CC(=C(C(=O)NC2=C(C=CC=C2C)F)C=C1F)O[C@H](C(F)(F)F)C 4-(3-cyclopropyl-4-ethyl-5-oxo-4,5-dihydro-1H-1,2,4-triazol-1-yl)-5-fluoro-N-(2-fluoro-6-methylphenyl)-2-{[(2S)-1,1,1-trifluoropropan-2-yl]oxy}benzamide